3-(methoxymethoxy)-9H-fluorene COCOC=1C=CC=2CC3=CC=CC=C3C2C1